acryloyloxythioxanthone C(C=C)(=O)OC1=CC=CC=2SC3=CC=CC=C3C(C12)=O